{8-[(4-methoxyphenyl)sulfonyl]-3,8-diazabicyclo[3.2.1]oct-3-yl}(1H-1,2,3-triazol-5-yl)methanone COC1=CC=C(C=C1)S(=O)(=O)N1C2CN(CC1CC2)C(=O)C2=CN=NN2